2-((2-chloro-4-(trifluoromethyl)phenyl)amino)-1-(4-(5-(chlorodifluoromethyl)-1,2,4-oxadiazol-3-yl)phenyl)ethan-1-one ClC1=C(C=CC(=C1)C(F)(F)F)NCC(=O)C1=CC=C(C=C1)C1=NOC(=N1)C(F)(F)Cl